NC1=NC=2C3=C(C(CC2C=N1)(C)C)C(=NN3C3OCCCC3)C(=O)NC=3SC=C(N3)COC3CCN(CC3)C3CCC1(CC1)CC3 8-amino-4,4-dimethyl-N-[4-({[1-(spiro[2.5]oct-6-yl)piperidin-4-yl]oxy}methyl)-1,3-thiazol-2-yl]-1-(tetrahydro-2H-pyran-2-yl)-4,5-dihydro-1H-pyrazolo[4,3-H]quinazoline-3-carboxamide